OCCS(=O)(=O)NC1=CC(=C(C=C1)[N+](=O)[O-])N1CCC2(CC2)CC1 2-hydroxy-N-(4-nitro-3-(6-azaspiro[2.5]octan-6-yl)phenyl)ethane-1-sulfonamide